5-(trifluoromethyl)benzofuran Tert-butyl-(N-(4-((6,7-dimethoxyquinazolin-4-yl)thio)butyl)sulfamoyl)carbamate C(C)(C)(C)N(C(O)=O)S(NCCCCSC1=NC=NC2=CC(=C(C=C12)OC)OC)(=O)=O.FC(C=1C=CC2=C(C=CO2)C1)(F)F